C1(=CC(=CC=C1)N1CCNCC1)C 4-(3-tolyl)piperazine